3-(1H-indol-5-yl)-2-(2-isobutoxy-6-methylphenyl)-5-(2-phenylpropan-2-yl)-4,5,6,7-tetrahydro-2H-pyrazolo[4,3-c]pyridine N1C=CC2=CC(=CC=C12)C=1N(N=C2C1CN(CC2)C(C)(C)C2=CC=CC=C2)C2=C(C=CC=C2C)OCC(C)C